5-hydroxy-4-methyl-isobenzofuran OC1=C(C2=COC=C2C=C1)C